1-(5-(4-(Benzo[d]thiazol-5-ylamino)thieno[2,3-b]pyridin-2-yl)-6-methyl-3,6-dihydropyridin-1(2H)-yl)ethan-1-one (tert-butoxycarbonyl)-Z-homocysteinate C(C)(C)(C)OC(=O)N[C@@H](CCS)C(=O)O.S1C=NC2=C1C=CC(=C2)NC2=C1C(=NC=C2)SC(=C1)C1=CCCN(C1C)C(C)=O